ClC1=CC(=C(C=C1)C1=C(N(N=N1)C)CN1N=CC(=CC1=O)NC)F 2-[[5-(4-chloro-2-fluoro-phenyl)-3-methyl-triazol-4-yl]methyl]-5-(methylamino)pyridazin-3-one